BrC1=C(C2=C(N=C(S2)NC(=O)C2(CCCCC2)C)C=C1C)C N-(6-bromo-5,7-dimethyl-1,3-benzothiazol-2-yl)-1-methylcyclohexane-1-carboxamide